FC1=C(CN2C(C3=NC=CC=C3C2=O)([2H])[2H])C(=CC(=C1)C=1C=2C(N=CC1)=NN(C2)C)C 6-(2-fluoro-6-methyl-4-(2-methyl-2H-pyrazolo[3,4-b]pyridin-4-yl)benzyl)-6,7-dihydro-5H-pyrrolo[3,4-b]pyridin-5-one-7,7-d2